6-methyl-4-[6-(4,4,5,5-tetramethyl-1,3,2-dioxaborolan-2-yl)quinolin-2-yl]-1-tosyl-1H-pyrrolo[2,3-c]pyridin-7(6H)-one CN1C(C2=C(C(=C1)C1=NC3=CC=C(C=C3C=C1)B1OC(C(O1)(C)C)(C)C)C=CN2S(=O)(=O)C2=CC=C(C)C=C2)=O